2-methyl-6-((2-(trimethylsilyl)ethoxy)methyl)-1,2,3,6-tetrahydropyrrolo[3',2':5,6]Pyrido[2,3-b][1,4]Oxazine CC1NC2=C(OC1)N=C1C(=C2)C=CN1COCC[Si](C)(C)C